CC=1C=C(OC1C)C=O 4,5-dimethylfuran-2-carbaldehyde